BrC1=CC=C2C3=C(NC2=C1)N=CN=C3NCCCN3CCCCC3 7-bromo-N-(3-(piperidin-1-yl)propyl)-9H-pyrimido[4,5-b]indol-4-amine